4-amino-N,1,7-trimethyl-N-(6-((1-methyl-1H-pyrazol-4-yl)ethynyl)-2,3-dihydrobenzofuran-3-yl)-1H-pyrazolo[4,3-c]quinoline-8-carboxamide NC1=NC=2C=C(C(=CC2C2=C1C=NN2C)C(=O)N(C2COC1=C2C=CC(=C1)C#CC=1C=NN(C1)C)C)C